(3S)-3-(4-propoxyphenyl)hex-4-ynoic acid methyl ester COC(C[C@H](C#CC)C1=CC=C(C=C1)OCCC)=O